N-((1R,2S)-2-fluorocyclohexyl)-5-(imidazo[1,2-a]pyrimidin-6-yl)-4-methoxypyrrolo[2,1-f][1,2,4]triazin-2-amine F[C@@H]1[C@@H](CCCC1)NC1=NN2C(C(=N1)OC)=C(C=C2)C=2C=NC=1N(C2)C=CN1